(1R,2S,5S)-3-[(2S)-2-amino-3-methoxy-propanoyl]-N-[(1S)-1-cyano-2-[(3S)-2-oxopyrrolidin-3-yl]ethyl]-6,6-dimethyl-3-azabicyclo[3.1.0]hexane-2-carboxamide N[C@H](C(=O)N1[C@@H]([C@H]2C([C@H]2C1)(C)C)C(=O)N[C@@H](C[C@H]1C(NCC1)=O)C#N)COC